1-nitro-2,6-dimethoxynaphthalene [N+](=O)([O-])C1=C(C=CC2=CC(=CC=C12)OC)OC